(R)-N'-((1,2,3,5,6,7-hexahydro-s-indacen-4-yl)carbamoyl)-4-(2-hydroxypropan-2-yl)-3-methylbenzene-sulfonimidamide C1CCC2=C(C=3CCCC3C=C12)NC(=O)N=[S@](=O)(N)C1=CC(=C(C=C1)C(C)(C)O)C